O1C(OCC1)C1=C(C=CC(=N1)N(C(=O)NC1=NC=C(C(=C1)NC1CC1)C#N)C)CN1C(CN(CC1)C)=O 1-(6-(1,3-dioxolan-2-yl)-5-((4-methyl-2-oxopiperazin-1-yl)methyl)pyridin-2-yl)-3-(5-cyano-4-(cyclopropylamino)pyridin-2-yl)-1-methylurea